2-[3-(5-bromopyrimidin-2-yl)-4-methyl-2-oxo-benzimidazol-1-yl]-N-(2,2,2-trifluoroethyl)acetamide BrC=1C=NC(=NC1)N1C(N(C2=C1C(=CC=C2)C)CC(=O)NCC(F)(F)F)=O